CC1N(CCN(C1)C1(COC1)C)C(=O)OC(C)(C)C tert-butyl 2-methyl-4-(3-methyloxetan-3-yl)piperazine-1-carboxylate